2-(3,4-difluorophenyl)-5-(3-((methoxycarbonyl)amino)-3-(6-methylpyridin-2-yl)piperidin-1-yl)isonicotinic acid methyl ester COC(C1=CC(=NC=C1N1CC(CCC1)(C1=NC(=CC=C1)C)NC(=O)OC)C1=CC(=C(C=C1)F)F)=O